FC=1C=CC(=NC1)CC1CC2(CNC2)C1 6-[(5-fluoro-2-pyridyl)methyl]-2-azaspiro[3.3]heptane